N(=[N+]=[N-])CCN1N=C(C=C1)C=1C(=C2C(=NC(=NN2C1)C=1N(C=CN1)C)NC1=NC=CC(=C1)OC)C 6-(1-(2-Azidoethyl)-1H-pyrazol-3-yl)-N-(4-methoxypyridin-2-yl)-5-methyl-2-(1-methyl-1H-imidazol-2-yl)pyrrolo[2,1-f][1,2,4]triazin-4-amine